BrC1=CC=C(C=C1)C1=NC(=NC(=N1)C1=CC=CC=C1)N1C2=CC=CC=C2C=2C=CC=CC12 9-[4-(4-Bromophenyl)-6-phenyl-1,3,5-triazin-2-yl]-9H-carbazole